CC1=CC(=C(C=C1C1CCN(CCC1)C)C=1CCC(CC1)C)NC(=O)C1=NOC(=C1)C N-(4,4'-dimethyl-5-(1-methylazepan-4-yl)-2',3',4',5'-tetrahydro-[1,1'-biphenyl]-2-yl)-5-methylisoxazole-3-carboxamide